2-(isopropylamino)-1-ethanol C(C)(C)NCCO